(2S,4R)-N-((1H-pyrrolo[3,2-c]pyridin-2-yl)methyl)-4-(difluoromethoxy)-1-((2,3-dihydrobenzo[b][1,4]oxathiine-7-carbonyl)glycyl)pyrrolidine-2-carboxamide N1C(=CC=2C=NC=CC21)CNC(=O)[C@H]2N(C[C@@H](C2)OC(F)F)C(CNC(=O)C=2C=CC1=C(OCCS1)C2)=O